CC1=CC(=NC=C1)C=O 4-methylpyridineformaldehyde